6-(2,6-dimethyl-4-piperidyl)-2-(8-fluoro-2-methyl-imidazo[1,2-a]pyridin-6-yl)pyrido[4,3-d]pyrimidin-5-one CC1NC(CC(C1)N1C(C2=C(N=C(N=C2)C=2C=C(C=3N(C2)C=C(N3)C)F)C=C1)=O)C